NC1=NC2=CC(=CC=C2C=C1Br)CC[C@@H]1S[C@H]([C@@H]([C@@H]1O)O)N1C=CC2=C1N=CN=C2C (2S,3S,4R,5R)-2-(2-(2-Amino-3-bromochinolin-7-yl)ethyl)-5-(4-methyl-7H-pyrrolo[2,3-d]pyrimidin-7-yl)tetrahydrothiophen-3,4-diol